FC(C1=CC=C(C=C1)C1C(C1)C(=O)N)(F)F 2-(4-(trifluoromethyl)phenyl)cyclopropanecarboxamide